C(C)(=O)N1CCC(CC1)N1N=CC2=CC(=C(C=C12)C=1C=2C=NN(C2C=CC1)CC(=O)NCC(=O)NCC(=O)O)F (2-(1'-(1-acetylpiperidin-4-yl)-5'-fluoro-1H,1'H-[4,6'-biindazol]-1-yl)acetyl)glycylglycine